3-Oxo-2-[1-(tetrahydro-pyran-4-yl)-piperidin-4-yl]-2,3-dihydro-1H-isoindole-4-carboxylic acid O=C1N(CC=2C=CC=C(C12)C(=O)O)C1CCN(CC1)C1CCOCC1